4-(3-(4-(2-(2,6-dioxopiperidin-3-yl)-1,3-dioxoisoindol-5-yl)piperazine-1-yl)propyn-1-yl)piperidine-1-carboxylic acid tert-butyl ester C(C)(C)(C)OC(=O)N1CCC(CC1)C#CCN1CCN(CC1)C=1C=C2C(N(C(C2=CC1)=O)C1C(NC(CC1)=O)=O)=O